tert-butyl (S)-4-acetyl-3-(hydroxymethyl)piperazine-1-carboxylate C(C)(=O)N1[C@@H](CN(CC1)C(=O)OC(C)(C)C)CO